FC(OC1=NC=CC(=C1)CNC(=O)NC1=CC(=C(C=C1)F)F)F 1-[[2-(difluoromethoxy)pyridin-4-yl]methyl]-3-(3,4-difluorophenyl)urea